(R)-N-(5-((1-acetylpiperidin-4-yl)oxy)-1-(1-acryloylazepan-3-yl)-7-chloro-1H-benzo[d]imidazol-2-yl)-2-(difluoromethyl)isonicotinamide C(C)(=O)N1CCC(CC1)OC1=CC2=C(N(C(=N2)NC(C2=CC(=NC=C2)C(F)F)=O)[C@H]2CN(CCCC2)C(C=C)=O)C(=C1)Cl